Acryl-silane C(=O)(C=C)[SiH3]